Nickel 2-amino-pent-2-en NC(C)=CCC.[Ni]